2-ethylamino-1,4-naphthoquinone C(C)NC=1C(C2=CC=CC=C2C(C1)=O)=O